FC1=C2C=C(NC2=CC(=C1)F)C(=O)N1C2CCC([C@H]1C(=O)N[C@@H](C[C@@H]1C(NCC1)=O)C(CO)=O)CC2 (S)-2-(4,6-difluoro-1H-indole-2-carbonyl)-N-((S)-4-hydroxy-3-oxo-1-((R)-2-oxopyrrolidin-3-yl)butan-2-yl)-2-azabicyclo[2.2.2]octane-3-carboxamide